1-(benzyloxy)-4-fluoro-2-methoxy-5-nitrobenzene C(C1=CC=CC=C1)OC1=C(C=C(C(=C1)[N+](=O)[O-])F)OC